3-ethynyl-1,1'-biphenyl C(#C)C=1C=C(C=CC1)C1=CC=CC=C1